C12CN(CC(N1)C2)C2=CC(=C(C(=O)NC)C=C2)F 4-(3,6-diazabicyclo[3.1.1]heptan-3-yl)-2-fluoro-N-methylbenzamide